CN1CCN(CC1)C1=CC=C(C=C1)NC=1N=CC2=C(N1)N=C(C=C2C#C[Si](C(C)C)(C(C)C)C(C)C)NC(CC2=CC=CC=C2)=O N-(2-{[4-(4-methylpiperazin-1-yl)phenyl]amino}-5-[2-(triisopropylsilyl)ethynyl]pyrido[2,3-d]pyrimidin-7-yl)-2-phenylacetamide